NC1=C(C=CC=C1)[C@@H]1C2=C(N(C([C@@H]1NC(C1=CC(=CC=C1)C(F)(F)F)=O)=O)CC)N(N=C2C)C2=CC=CC=C2 |r| rac-N-((4R,5R)-4-(2-aminophenyl)-7-ethyl-3-methyl-6-oxo-1-phenyl-4,5,6,7-tetrahydro-1H-pyrazolo[3,4-b]pyridin-5-yl)-3-(trifluoromethyl)benzamide